tert-butyl (1R,5R,6R)-6-methoxy-3,8-diazabicyclo[3.2.1]octane-8-carboxylate CO[C@H]1[C@H]2CNC[C@@H](C1)N2C(=O)OC(C)(C)C